FC1=C(CN2N=C(N=N2)C2=CC=CC(=N2)[C@](CS(=O)(=O)N)(C)O)C=C(C=C1)OCC(F)(F)F (S)-2-(6-(2-(2-fluoro-5-(2,2,2-trifluoroethoxy)benzyl)-2H-tetrazol-5-yl)pyridin-2-yl)-2-hydroxypropane-1-sulfonamide